1,6-bis[3-(3,5-di-t-butyl-4-hydroxyphenyl)propionamido]hexane C(C)(C)(C)C=1C=C(C=C(C1O)C(C)(C)C)CCC(=O)NCCCCCCNC(CCC1=CC(=C(C(=C1)C(C)(C)C)O)C(C)(C)C)=O